C(C1=CC=CC=C1)[C@@]1(N(CC[C@@H](C1)O)C(=O)OCC1C(C=C(CC1C)C)C)C1=C(C=C(C=C1)Br)O (2,4,6-trimethylcyclohex-3-enyl)methanol benzyl-(2S,4S)-2-(4-bromo-2-hydroxyphenyl)-4-hydroxypiperidine-1-carboxylate